O=C1N(CC2=CC(=CC=C12)C1=CC(=C2C(=N1)N(C=C2)C2=CC=CC=C2)CN2CCCC2)C2C(NC(CC2)=O)=O 3-(1-oxo-5-(1-phenyl-4-(pyrrolidin-1-ylmethyl)-1H-pyrrolo[2,3-b]pyridin-6-yl)isoindolin-2-yl)piperidine-2,6-dione